[Cl-].C[N-]C.C[N-]C bis-(dimethylamid) chlorid